N-(5-phenylisoxazol-3-yl)-3-(trifluoromethoxy)benzenesulfonamide C1(=CC=CC=C1)C1=CC(=NO1)NS(=O)(=O)C1=CC(=CC=C1)OC(F)(F)F